(3-(1-methyl-1H-benzo[d][1,2,3]triazol-6-yl)-1H-pyrrolo[2,3-b]pyridin-5-yl)(3-methyl-3,8-diazabicyclo[3.2.1]octan-8-yl)methanone CN1N=NC2=C1C=C(C=C2)C2=CNC1=NC=C(C=C12)C(=O)N1C2CN(CC1CC2)C